Cl.COC=1C(=CC2=CN(N=C2C1)C)C(=O)NC=1N=NC(=CC1)N1CC(NCC1)C 6-methoxy-2-methyl-N-(6-(3-methylpiperazin-1-yl)pyridazin-3-yl)-2H-indazole-5-carboxamide hydrochloride